hydroxybenzenedipropionic acid OC1=C(C(=CC=C1)CCC(=O)O)CCC(=O)O